N-[3-[4-Cyclopropaneformylpiperazin-1-yl]-3-oxopropyl]carbamic acid tert-butyl ester C(C)(C)(C)OC(NCCC(=O)N1CCN(CC1)C(=O)C1CC1)=O